9-Benzyl-8-hydroxy-2-(2-methoxy-ethoxy)adenin C(C1=CC=CC=C1)N1C2=NC(=NC(=C2N=C1O)N)OCCOC